6-methyl-N-((2-(1-methyl-6-oxo-2-(2,2,6,6-tetramethylmorpholino)-1,6-dihydropyrimidin-4-yl)-1,6-naphthyridin-7-yl)methyl)-5-(methylsulfonyl)nicotinamide CC1=NC=C(C(=O)NCC2=NC=C3C=CC(=NC3=C2)C=2N=C(N(C(C2)=O)C)N2CC(OC(C2)(C)C)(C)C)C=C1S(=O)(=O)C